2-(2-((5-chloro-7-((2-methoxyethyl)amino)benzofuran-3-yl)methoxy)phenyl)acetic acid ethyl ester C(C)OC(CC1=C(C=CC=C1)OCC1=COC2=C1C=C(C=C2NCCOC)Cl)=O